N-{(1S)-1-[1-(5-cyanopyridin-2-yl)-3-methyl-1H-1,2,4-triazol-5-yl]ethyl}-3-(tetrahydro-2H-pyran-4-ylmethoxy)-5-(trifluoromethyl)benzamide C(#N)C=1C=CC(=NC1)N1N=C(N=C1[C@H](C)NC(C1=CC(=CC(=C1)C(F)(F)F)OCC1CCOCC1)=O)C